2-(morpholin-4-yl)benzo(h)chromen-4-one N1(CCOCC1)C=1OC2=C3C(=CC=C2C(C1)=O)C=CC=C3